[bis(fluorophenyl)triazinyl][(biphenylyl)benzoselenophenyl]benzene FC1=C(C=CC=C1)C1=C(C(=NN=N1)C1=C(C=CC=C1)C=1[Se]C2=C(C1C1=C(C=CC=C1)C1=CC=CC=C1)C=CC=C2)C2=C(C=CC=C2)F